2-(4-(5-Chloro-3-(4,5-dihydropyrrolo[1,2-a]quinoxalin-4-yl)pyridin-2-yl)piperazin-1-yl)-N,N-dimethylethan-1-amine ClC=1C=C(C(=NC1)N1CCN(CC1)CCN(C)C)C1C=2N(C3=CC=CC=C3N1)C=CC2